1H-pyrrole-3-carboxylate N1C=C(C=C1)C(=O)[O-]